N-((1R,3R)-3-Hydroxy-3-methylcyclohexyl)-2-(5-isopropyl-8-oxothiazolo[5',4':4,5]pyrrolo[1,2-d][1,2,4]triazin-7(8H)-yl)acetamide O[C@]1(C[C@@H](CCC1)NC(CN1N=C(N2C(C1=O)=CC1=C2N=CS1)C(C)C)=O)C